ClC=1C=C(OC=2C=C(C=CC2)B(O)O)C=CC1Cl 3-(3,4-dichlorophenoxy)benzeneboronic acid